CN1N=CC(=C1)C=1N=C(C=2N(C1)N=CC2)OC2CC(C2)NC(C#CC)=O N-((1r,3r)-3-((6-(1-methyl-1H-pyrazol-4-yl)pyrazolo[1,5-a]pyrazin-4-yl)oxy)cyclobutyl)but-2-ynamide